tributyl-(3-aminopropyl)phosphonium bromide [Br-].C(CCC)[P+](CCCN)(CCCC)CCCC